8-amino-1-(2-amino-2-oxoethyl)-4,4-dimethyl-N-(4-methyl-1,3-thiazol-2-yl)-4,5-dihydro-1H-pyrazolo[4,3-H]quinazoline-3-carboxamide NC1=NC=2C3=C(C(CC2C=N1)(C)C)C(=NN3CC(=O)N)C(=O)NC=3SC=C(N3)C